1,1-difluoro-3-(1-methylcyclohexyl)propan-2-one FC(C(CC1(CCCCC1)C)=O)F